methyl 3-chloro-5-[[2,4-difluoro-5-[2-(2-hydroxyethoxy)phenyl]phenyl]sulfamoyl]-4-methoxy-benzoate ClC=1C=C(C(=O)OC)C=C(C1OC)S(NC1=C(C=C(C(=C1)C1=C(C=CC=C1)OCCO)F)F)(=O)=O